di-1-butanol 2,5-furandicarboxylate O1C(=CC=C1C(=O)O)C(=O)O.C(CCC)O.C(CCC)O